3-(5-Bromo-3-(pivaloyloxy)pyridinecarboxamido)-2,2-dimethylpropionic acid ethyl ester C(C)OC(C(CNC(=O)C1=NC=C(C=C1OC(C(C)(C)C)=O)Br)(C)C)=O